(3,4-difluorophenyl)boron FC=1C=C(C=CC1F)[B]